[5-ethynyl-2-(1H-pyrrolo[2,3-c]pyridin-1-yl)pyridin-4-yl]methanol C(#C)C=1C(=CC(=NC1)N1C=CC=2C1=CN=CC2)CO